FC(C1=NC2=C(N1C1=NC(=NC(=N1)N1CCOCC1)NC(CC1=C(C=CC=C1)C1=CCN(CC1)C(=O)OC(C)(C)C)(C)C)C=CC=C2)F tert-Butyl 4-(2-(2-((4-(2-(difluoromethyl)-1H-benzo[d]imidazol-1-yl)-6-morpholino-1,3,5-triazin-2-yl)amino)-2-methylpropyl)phenyl)-5,6-dihydropyridine-1(2H)-carboxylate